The molecule is a butanoate ester of egonol isolated from the fruits of Styrax agrestis. It has a role as a plant metabolite. It is a member of 1-benzofurans, an aromatic ether, a member of benzodioxoles, a fatty acid ester and a butyrate ester. It derives from an egonol. It derives from a hydride of a 1-benzofuran. CCCC(=O)OCCCC1=CC2=C(C(=C1)OC)OC(=C2)C3=CC4=C(C=C3)OCO4